O=C1NC(CCC1N1C(N(C2=C1C=CC=C2NC2CC1(CN(C1)C(=O)OC(C)(C)C)C2)C)=O)=O Tert-butyl 6-((1-(2,6-dioxopiperidin-3-yl)-3-methyl-2-oxo-2,3-dihydro-1H-benzo[d]imidazol-4-yl)amino)-2-azaspiro[3.3]heptane-2-carboxylate